N-(methoxymethyl)-4-methylbenzenesulfonamide COCNS(=O)(=O)C1=CC=C(C=C1)C